NC1=C(C=C(C=N1)C1=NC(=NC(=N1)N1CCOCC1)N1CCN(CC1)C(CCCC(=O)OC)=O)C(F)(F)F methyl 5-(4-(4-(6-amino-5-(trifluoromethyl) pyridin-3-yl)-6-morpholino-1,3,5-triazin-2-yl) piperazin-1-yl)-5-oxopentanoate